N-((S)-1-(6-((3R,5S)-3,5-dimethylpiperazin-1-yl)pyridin-2-yl)ethyl)-5-(pyridin-4-yl)-7H-pyrrolo[2,3-d]pyrimidin-4-amine C[C@@H]1CN(C[C@@H](N1)C)C1=CC=CC(=N1)[C@H](C)NC=1C2=C(N=CN1)NC=C2C2=CC=NC=C2